BrC=1C=CC(=C(OCCCN2[C@H](CCC2)C(=O)O)C1)C=1OC2=C(C=CC=C2C(C1)=O)Cl (2R)-1-[3-[5-bromo-2-(8-chloro-4-oxo-chromen-2-yl)phenoxy]propyl]pyrrolidine-2-carboxylic acid